methyl (2S)-3-(tert-butoxycarbonylamino)-2-[[2-(4-tert-butylphenyl)-4-methyl-pyrimidine-5-carbonyl]amino]propanoate C(C)(C)(C)OC(=O)NC[C@@H](C(=O)OC)NC(=O)C=1C(=NC(=NC1)C1=CC=C(C=C1)C(C)(C)C)C